2-[(3R)-4-{[2-(1-benzylpiperidin-4-yl)ethyl]carbamoyl}-3-methylpiperazin-1-yl]-N-ethylpyrimidine-5-carboxamide C(C1=CC=CC=C1)N1CCC(CC1)CCNC(=O)N1[C@@H](CN(CC1)C1=NC=C(C=N1)C(=O)NCC)C